heptadecane-3,7-diol CCC(CCCC(CCCCCCCCCC)O)O